(3-(7-oxaspiro[bicyclo[4.1.0]heptane-3,2'-[1,3]dioxolane]-6-yl)phenyl)methanol O1C2(OCC1)CC1OC1(CC2)C=2C=C(C=CC2)CO